(R)-N-(1-(4-(2-((methylamino)methyl)phenyl)thiophen-2-yl)ethyl)-7-morpholino-2,6-naphthyridin-1-amine CNCC1=C(C=CC=C1)C=1C=C(SC1)[C@@H](C)NC1=NC=CC2=CN=C(C=C12)N1CCOCC1